C(C)N[C@@H](CCC(N)=O)C(=O)O N-ethyl-glutamine